C1(CCC1)C=1C=CC(=NC1)NC1=C(C=C(C=C1)S(=O)(=O)N(C)CC1=CC=C(C=C1)OC)C=1N=CN(C1)C 4-[(5-Cyclobutyl-2-pyridyl)amino]-N-[(4-methoxyphenyl)methyl]-N-methyl-3-(1-methylimidazol-4-yl)benzenesulfonamide